P(=O)(OCC1=CC=CC=C1)(OC1=CC=CC=2[Se]C=C(C21)CC[N+](C)(C)CC2=CC=CC=C2)[O-] benzyl {3-[2-(Benzyldimethylammonio)ethyl]-benzo[b]selenophen-4-yl} Phosphate